FC=1C=C(CC=2C=C3C(=NNC3=CC2)NC(C2=C(C=CC=C2)NC2CCNCC2)=O)C=C(C1)F N-(5-(3,5-difluorobenzyl)-1H-indazol-3-yl)-2-(piperidin-4-ylamino)benzamide